4-((5-(6-ethoxypyrazin-2-yl)pyridin-2-yl)carbamoyl)-4-(2-(methylsulfonylamino)pyrimidin-4-yl)piperidine-1-carboxylic acid tert-butyl ester C(C)(C)(C)OC(=O)N1CCC(CC1)(C1=NC(=NC=C1)NS(=O)(=O)C)C(NC1=NC=C(C=C1)C1=NC(=CN=C1)OCC)=O